2-(6-fluoro-1-oxo-spiro[3H-isoquinoline-4,1'-cyclopropane]-2-yl)acetic acid FC=1C=C2C(=CC1)C(N(CC21CC1)CC(=O)O)=O